6-chloro-N4-(4-methoxyphenyl)pyridine-3,4-diamine ClC1=CC(=C(C=N1)N)NC1=CC=C(C=C1)OC